methyl 3-cyclopropyl-5,6,7,8-tetrahydro-[1,2,4]triazolo[4,3-a]pyridine-7-carboxylate C1(CC1)C1=NN=C2N1CCC(C2)C(=O)OC